2-(7-methoxy-6-(4-methoxyphenyl)-2,3-diphenylpyrazolo[1,5-a]pyrimidin-5-ylamino)isonicotinonitrile COC1=C(C(=NC=2N1N=C(C2C2=CC=CC=C2)C2=CC=CC=C2)NC=2C=C(C#N)C=CN2)C2=CC=C(C=C2)OC